ClC=1C=C(C(=NC1)C(=O)C=1C=2C(=NN(C2C=CC1)C1OCCCC1)C)NC(OC(C)(C)C)=O tert-Butyl (5-chloro-2-(3-methyl-1-(tetrahydro-2H-pyran-2-yl)-1H-indazole-4-carbonyl)pyridin-3-yl)carbamate